ethyl 4-[(8-methoxy-5-oxo-4H-triazolo[1,5-a]quinazolin-3-yl)sulfonyl]-3-methylbenzoate COC1=CC=C2C(NC=3N(C2=C1)N=NC3S(=O)(=O)C3=C(C=C(C(=O)OCC)C=C3)C)=O